COC(CCCOC1=NC=C(C=C1)[N+](=O)[O-])OC 2-(4,4-dimethoxybutoxy)-5-nitropyridine